ClC1=C(C(N(C=C1)C1=NC=C(C(=C1)N1C(C=C(C=C1C)OCC1=NC=C(C=C1)Cl)=O)C)=O)C(C)(C)O chloro-4''-((5-chloropyridin-2-yl)methoxy)-3-(2-hydroxypropan-2-yl)-5',6''-dimethyl-2H,2''H-[1,2':4',1''-terpyridine]-2,2''-dione